N-(2-(4,4-Difluoropiperidin-1-yl)-6-methylpyrimidin-4-yl)-5-((2-hydroxyethyl)sulfonamido)-3-(6-azaspiro[2.5]octan-6-yl)picolinamide FC1(CCN(CC1)C1=NC(=CC(=N1)NC(C1=NC=C(C=C1N1CCC2(CC2)CC1)NS(=O)(=O)CCO)=O)C)F